methyl-maleimidobenzochromene CC=1C(OC2=C3C(=CC=C2C1)C=CC=C3)N3C(C=CC3=O)=O